tert-butyl 5-[4-({[(1S,2S)-2-{[2-amino-5-(1-methyl-1H-pyrazol-4-yl)pyridine-3-carbonyl]amino}cyclopentyl]oxy}methyl)phenyl]-1,3-dihydro-2H-isoindole-2-carboxylate NC1=NC=C(C=C1C(=O)N[C@@H]1[C@H](CCC1)OCC1=CC=C(C=C1)C=1C=C2CN(CC2=CC1)C(=O)OC(C)(C)C)C=1C=NN(C1)C